benzyl (isopropoxy(((1R,2S,4S,6R)-2-((methoxy-d3)methyl)-6-methyl-3-oxoquinuclidin-2-yl)methoxy)phosphoryl)-L-valinate C(C)(C)OP(=O)(OC[C@@]1(N2[C@@H](C[C@@H](C1=O)CC2)C)COC([2H])([2H])[2H])N[C@@H](C(C)C)C(=O)OCC2=CC=CC=C2